4-Fluoro-2-isopropyl-5-(isoquinolin-3-yl)benzene-1,3-diol FC1=C(C(=C(C=C1C=1N=CC2=CC=CC=C2C1)O)C(C)C)O